2,6-dimethyloctane-2-ol CC(C)(CCCC(CC)C)O